C(#N)C1=CC(=C(OC=2N=NC(=C(C2C(=O)NC2=CC(=CC=C2)[S@@](=O)(C)=N)C)C2=CC=C(C=C2)C(F)F)C=C1)OC 3-(4-cyano-2-methoxyphenoxy)-6-[4-(difluoromethyl)phenyl]-N-{3-[(S)-imino(methyl)oxo-λ6-sulfanyl]phenyl}-5-methylpyridazine-4-carboxamide